2-bromo-4-(3,3-difluoroprop-1-en-2-yl)-1-(methyl-d3)benzene Scandium (III) trifluoromethanesulfonate FC(S(=O)(=O)[O-])(F)F.[Sc+3].BrC1=C(C=CC(=C1)C(=C)C(F)F)C([2H])([2H])[2H].FC(S(=O)(=O)[O-])(F)F.FC(S(=O)(=O)[O-])(F)F